(6Ar,10aR)-3-decyl-9-methyl-6-methylidene-6a,7,8,10a-tetrahydrobenzo[c]chromen-1-ol C(CCCCCCCCC)C=1C=C(C=2[C@H]3[C@H](C(OC2C1)=C)CCC(=C3)C)O